C1(CCCCC1)NC=1C2=C(N=C(N1)C=O)NC=C2 4-(cyclohexylamino)-7H-pyrrolo[2,3-d]pyrimidine-2-carbaldehyde